FC=1C=C2CCN(C2=CC1)C(=O)C1(CC1)C(=O)NC1=CC=C(C=C1)OC1=CC=NC2=CC(=CC=C12)C=1C=NN(C1)C 1-(5-fluoro-2,3-dihydroindole-1-carbonyl)-N-[4-[7-(1-methylpyrazol-4-yl)quinolin-4-yl]oxyphenyl]cyclopropane-1-carboxamide